FC(C(=O)O)(F)F.NC=1C=C(C=CC1)C1=CC2=C(C(=C1OC)Cl)OCC1=C2N(N=C1C(=O)N1C(COCC1)(C)C)C1=CC(=CC(=C1)Cl)Cl (8-(3-aminophenyl)-6-chloro-1-(3,5-dichlorophenyl)-7-methoxy-1,4-dihydrochromeno[4,3-c]pyrazol-3-yl)(3,3-dimethylmorpholino)methanone 2,2,2-trifluoroacetate